1,3-di-tert-butyl-9H-carbazole C(C)(C)(C)C1=CC(=CC=2C3=CC=CC=C3NC12)C(C)(C)C